Methyl-4-(1-(isochinolin-4-yl)-5-(trifluoromethyl)-1H-pyrazol-4-carboxamido)-picolinat COC(C1=NC=CC(=C1)NC(=O)C=1C=NN(C1C(F)(F)F)C1=CN=CC2=CC=CC=C12)=O